ClC1=C(C=C(C=C1)C1(CN(C2=NC=CC=C21)CC(C)C)C)F 3-(4-chloro-3-fluorophenyl)-1-isobutyl-3-methyl-2,3-dihydro-1H-pyrrolo[2,3-b]pyridine